3,4-dimethoxyphenylbenzo[b]thiophene-3-carboxylate COC=1C=C(C=CC1OC)OC(=O)C=1C2=C(SC1)C=CC=C2